CCCCCCCCCCCCOC(=O)C(CC(=O)O)C(CC(=O)O)C(=O)OCCCCCCCCCCCC Didodecyl Butanetetracarboxylate